FC1=CC=C(C=C1)C=1N=C(NC1C1=CC=NC=C1)C1=CC=C(C=C1)S(=O)C 4-[4-(4-fluorophenyl)-2-(4-methylsulfinylphenyl)-1H-imidazole-5-yl]pyridine